[(2S)-1'-(tert-Butoxycarbonyl)-7-methyl-3,4-dihydro-1H-spiro[1,8-naphthyridine-2,3'-pyrrolidin]-6-yl]boronic acid C(C)(C)(C)OC(=O)N1C[C@]2(CC1)NC1=NC(=C(C=C1CC2)B(O)O)C